4-(3-Chloroanilino)-5'-fluoro-2'-[(2R)-3-hydroxy-2-methylpropyl]-6'-(methoxymethyl)-2',3'-dihydrospiro[cyclohexane-1,1'-isoindole]-4-carboxylic acid ClC=1C=C(NC2(CCC3(N(CC4=CC(=C(C=C34)COC)F)C[C@H](CO)C)CC2)C(=O)O)C=CC1